2-bromo-1-(3,5-difluoro-2-hydroxy-phenyl)ethanone BrCC(=O)C1=C(C(=CC(=C1)F)F)O